5,6-difluoro-N-[2-(1-methyl-1H-pyrazol-3-yl)-2-oxoethyl]-4'-(trifluoromethyl)[biphenyl]-2-carboxamide FC1=CC=C(C(=C1F)C1=CC=C(C=C1)C(F)(F)F)C(=O)NCC(=O)C1=NN(C=C1)C